Cl.CC(=O)C racemic-methyl ketone hydrochloride